C(CCC)NCCCCN N-butyl-1,4-butanediamine